ClC1=CC=C2C(=N1)SC(=N2)C2=NN=C1N2CCN([C@@H]1C)C(=O)C1=CC=C(C=C1)F (R)-(3-(5-Chlorothiazolo[5,4-b]pyridin-2-yl)-8-methyl-5,6-dihydro-[1,2,4]triazolo[4,3-a]pyrazin-7(8H)-yl)(4-fluorophenyl)methanone